7-[(1S,4S)-2,5-diazabicyclo[2.2.1]heptan-2-yl]-2-[3-(6-methyl-2-pyridyl)-1H-pyrazol-4-yl]-1,5-naphthyridine [C@@H]12N(C[C@@H](NC1)C2)C2=CN=C1C=CC(=NC1=C2)C=2C(=NNC2)C2=NC(=CC=C2)C